4-(4-(3,4-dichlorophenyl)-2-(4-oxopiperidine-1-carbonyl)piperazine-1-carbonyl)quinolin-2(1H)-one ClC=1C=C(C=CC1Cl)N1CC(N(CC1)C(=O)C1=CC(NC2=CC=CC=C12)=O)C(=O)N1CCC(CC1)=O